2-((3-Cyclopropoxy-1-(2-methoxyethyl)-1H-pyrazol-4-yl)amino)-7-((3R,4R)-4-methyltetrahydrofuran-3-yl)-7H-pyrrolo[2,3-d]pyrimidine-6-carbonitrile C1(CC1)OC1=NN(C=C1NC=1N=CC2=C(N1)N(C(=C2)C#N)[C@H]2COC[C@@H]2C)CCOC